Cl.C12CC(CC(CC1)N2)C2=CC=C(C(=N2)C2=CCC(CC2)(C)C)N 6-(8-azabicyclo[3.2.1]octan-3-yl)-2-(4,4-dimethylcyclohexen-1-yl)pyridin-3-amine hydrochloride